3-chloro-N-methoxy-N-methyl-4H,6H,7H,8H-pyrazolo[1,5-a][1,4]diazepine-2-carboxamide ClC=1C(=NN2C1CNCCC2)C(=O)N(C)OC